N-(2-Aminoethyl)acrylamide Hydrochloride Cl.NCCNC(C=C)=O